1,4-dibenzoylbenzene C(C1=CC=CC=C1)(=O)C1=CC=C(C=C1)C(C1=CC=CC=C1)=O